N-glycidyl-N,N-diallyl-N-(4-hydroxy-3-formylbenzyl)ammonium chloride [Cl-].C(C1CO1)[N+](CC1=CC(=C(C=C1)O)C=O)(CC=C)CC=C